6-bromo-2-oxo-1-(pyridin-3-ylmethyl)-1,2-dihydro-1,8-naphthyridine-3-carboxylic acid BrC=1C=C2C=C(C(N(C2=NC1)CC=1C=NC=CC1)=O)C(=O)O